4-chloro-6-methoxy-2-(2-methoxy-7-methylquinoxalin-5-yl)-5-methylbenzo[d]thiazole ClC1=C(C(=CC2=C1N=C(S2)C2=C1N=CC(=NC1=CC(=C2)C)OC)OC)C